FC1=C(C=C(C=C1)OC=1C(=C2C=CNC2=CC1F)CS(=O)(=O)C)N1N=C(C=C1)[C@@]1(COC2=C1C=CC=C2CC(=O)O)C (R)-2-(3-(1-(2-Fluoro-5-((6-fluoro-4-((methylsulfonyl)methyl)-1H-indol-5-yl)oxy)phenyl)-1H-pyrazol-3-yl)-3-methyl-2,3-dihydrobenzofuran-7-yl)acetic acid